NC1=C2CC(CN(C2=CC=N1)C1=CC=C(C=C1)C(F)(F)F)NC(C=C)=O N-(5-amino-1-(4-(trifluoromethyl)phenyl)-1,2,3,4-tetrahydro-1,6-naphthyridin-3-yl)acryl-amide